ethyl [1-(6-{[1-(cyclopropylmethyl)-3-(4-fluorophenyl)-4-methyl-1H-pyrazol-5-yl]amino}pyrimidin-4-yl)-3,5-dimethyl-1H-pyrazol-4-yl]acetate C1(CC1)CN1N=C(C(=C1NC1=CC(=NC=N1)N1N=C(C(=C1C)CC(=O)OCC)C)C)C1=CC=C(C=C1)F